C(C)(C)(C)OC(=O)N1CCN(CC1)C1=C2N(C=3N(C1=O)N=C(N3)C=3CCOCC3)C(CC2C)C(=O)O 6-(4-(tert-butoxycarbonyl)piperazin-1-yl)-2-(3,6-dihydro-2H-pyran-4-yl)-7-methyl-5-oxo-5,7,8,9-tetrahydropyrrolo[1,2-c][1,2,4]triazolo[1,5-a]pyrimidine-9-carboxylic acid